FC(CN1N=CC=C1C=O)F 1-(2,2-Difluoroethyl)-1H-pyrazole-5-carbaldehyde